C1CCC2=NC3=C(C(=C21)NC(=O)N=S(=O)(N)N2C(SC=C2CO)C(C)(C)O)CCC3 N'-((1,2,3,5,6,7-hexahydrodicyclopenta[b,e]pyridin-8-yl)carbamoyl)-4-(hydroxymethyl)-2-(2-hydroxypropan-2-yl)thiazole-3-sulfonimidamide